C(CC)C1COC(OC1)C1CC=C(CC1)C1=CC=C(C=C1)C(F)(F)F 5-propyl-2-[4-(4-trifluoromethylphenyl)cyclohex-3-enyl]-1,3-dioxane